methyl (S)-2-(2,6-difluoro-4-((R)-3-(trifluoromethyl)morpholino) benzamido)-3-(4-(1,3,6-trimethyl-2,4-dioxo-1,2,3,4-tetrahydropyrimidin-5-yl)naphthalen-1-yl)propanoate FC1=C(C(=O)N[C@H](C(=O)OC)CC2=CC=C(C3=CC=CC=C23)C=2C(N(C(N(C2C)C)=O)C)=O)C(=CC(=C1)N1[C@H](COCC1)C(F)(F)F)F